6-(4-fluorophenyl)-4-methylpyridazin-3-carbonitrile FC1=CC=C(C=C1)C1=CC(=C(N=N1)C#N)C